C(/C1=CC=CC=C1)=C/1\C(NC2=C(S1)C=CC(=C2)S(=O)(=O)CC2=C(C=CC=C2C)C)=O (Z)-2-benzylidene-6-((2,6-dimethylbenzyl)sulfonyl)-2H-benzo[b][1,4]thiazin-3(4H)-one